FC(C1(CC1)C1=CC=C(C=C1)C1CN(C1)C(=O)N1CC(C1)NS(=O)(=O)C)(F)F N-[1-[3-[4-[1-(Trifluoromethyl)cyclopropyl]phenyl]azetidine-1-carbonyl]azetidin-3-yl]methanesulfonamide